tert-butyl N-{1-[(4-{3-iodo-4-oxo-1H,5H,6H,7H-pyrrolo[3,2-c]pyridin-2-yl}pyridin-3-yl)oxy]-2-methylpropan-2-yl}carbamate IC1=C(NC2=C1C(NCC2)=O)C2=C(C=NC=C2)OCC(C)(C)NC(OC(C)(C)C)=O